C12C3C4C=CC(C3C(C=C1)C2)C4 tetracyclo[6.2.1.13,6.02,7]Dodecane-4,9-diene